C1(CCCCC1)CN1CCC(CC1)CCNC(=O)C=1C=NC=2N(C1C)N=C(C2)C2=CC(=CC=C2)C(F)(F)F N-{2-[1-(cyclohexylmethyl)piperidin-4-yl]ethyl}-7-methyl-2-[3-(trifluoromethyl)phenyl]pyrazolo[1,5-a]pyrimidine-6-carboxamide